(3R)-9-[4-[(1R,2S)-6-hydroxy-2-phenyl-tetralin-1-yl]phenyl]-1-oxa-9-azaspiro[5.5]undecane-3-carbaldehyde OC=1C=C2CC[C@@H]([C@@H](C2=CC1)C1=CC=C(C=C1)N1CCC2(CC[C@H](CO2)C=O)CC1)C1=CC=CC=C1